CC1=NC=C2N1CCC2=O 3-methyl-5,6-dihydropyrrolo[1,2-c]imidazole-7-one